N1(CCCCC1)NC(=O)C=1N=C(N(C1C)C1=CC=C(C=C1)C#CCCF)C1=C(C=C(C=C1)Cl)Cl 2-(2,4-Dichloro-phenyl)-1-[4-(4-fluoro-but-1-ynyl)-phenyl]-5-methyl-1H-imidazole-4-carboxylic acid piperidin-1-ylamide